N-azidoacetyl-L-tryptophan N(=[N+]=[N-])CC(=O)N[C@@H](CC1=CNC2=CC=CC=C12)C(=O)O